5-(trifluoromethyl)phenol dihydrochloride Cl.Cl.FC(C=1C=CC=C(C1)O)(F)F